C1(CC1)NC1=C2C(=NC(=C1)NC1=C(C=C(C=C1)S(=O)(=O)N1CCC(CC1)N1CCOCC1)OC)NC=C2C#N 4-(cyclopropylamino)-6-((2-methoxy-4-((4-morpholinopiperidin-1-yl)sulfonyl)phenyl)amino)-1H-pyrrolo[2,3-b]pyridine-3-carbonitrile